(2-azido-6-(4-methyl-1H-imidazol-1-yl)pyridin-4-yl)methanol N(=[N+]=[N-])C1=NC(=CC(=C1)CO)N1C=NC(=C1)C